NC1=C(N=CC2=C(C(=CC=C12)F)C1=NC=C(C=N1)C(F)(F)F)C(=O)NCCC 4-amino-7-fluoro-N-propyl-8-(5-(trifluoromethyl)pyrimidin-2-yl)isoquinoline-3-carboxamide